3-phenyl-1,3,4-thiadiazole C1(=CC=CC=C1)N1CSC=N1